COC=1C(=CC2=CNN=C2C1)C(=O)N 6-methoxy-2H-indazole-5-carboxamide